C(#N)C1=C(C=CC(=C1)C(F)(F)F)N1CCC(CC1)(C(=O)N[C@@H]1CN(CC1)C)C=1C=NC(=CC1)C1=C(SC=C1)CC 1-[2-cyano-4-(trifluoromethyl)phenyl]-4-[6-(2-ethylthiophen-3-yl)pyridin-3-yl]-N-[(3S)-1-methylpyrrolidin-3-yl]piperidine-4-carboxamide